N-acetylglutamyl-phosphate C(C)(=O)N[C@@H](CCC(=O)O)C(=O)OP(=O)([O-])[O-]